CC1=C(C(=CC=C1)C)NC(\C(\C1=CC=C(C=C1)OC)=N/O)=O (Z)-N-(2,6-dimethylphenyl)-2-hydroxyimino-2-(4-methoxyphenyl)acetamide